4-amino-5-(4-methoxyphenyl)-7-methyl-7H-pyrrolo[2,3-d]pyrimidin NC=1C2=C(N=CN1)N(C=C2C2=CC=C(C=C2)OC)C